chlorotrityl (R)-4-((R)-3-((S)-2-amino-3-methoxypropanamido)-3-(4-chlorobenzyl)piperidin-1-yl)-3-benzyl-4-oxobutanoate N[C@H](C(=O)N[C@@]1(CN(CCC1)C([C@@H](CC(=O)OC(C1=C(C=CC=C1)Cl)(C1=CC=CC=C1)C1=CC=CC=C1)CC1=CC=CC=C1)=O)CC1=CC=C(C=C1)Cl)COC